COC1=NN(C=C1C#N)C1=NC=C(C=N1)CN1C[C@H](NCC1)C=1C(=C2COC(C2=CC1)=O)C (R)-3-methoxy-1-(5-((3-(4-methyl-1-oxo-1,3-dihydroisobenzofuran-5-yl)piperazin-1-yl)methyl)pyrimidin-2-yl)-1H-pyrazole-4-carbonitrile